9,10,15-trihydroxyhexadecenoic acid OC(CCCCCC=CC(=O)O)C(CCCCC(C)O)O